tert-butyl 3-((5-methyl-7-(methylsulfonyl)-4-oxo-4,5,6,7,8,9-hexahydro-3H-pyrido[4',3':4,5]pyrrolo[2,3-d]pyridazin-3-yl)methyl)-1H-indole-1-carboxylate CN1C2=C(C3=C1C(N(N=C3)CC3=CN(C1=CC=CC=C31)C(=O)OC(C)(C)C)=O)CCN(C2)S(=O)(=O)C